C(C)(=O)NCSCC(C(=O)O)N 3-(Acetylamino-methylsulfanyl)-2-amino-propionic acid